succinimidyl-glutaramide C1(CCC(N1C(C(=O)N)CCC(=O)N)=O)=O